COC1=CC=C(CN(S(=O)(=O)[C@@H](CC=2SC=CC2)[C@H](CC=C)C)CC2=CC=C(C=C2)OC)C=C1 (2S,3S)-N,N-BIS(4-METHOXYBENZYL)-3-METHYL-1-(THIOPHEN-2-YL)HEX-5-ENE-2-SULFONAMIDE